BrC1=C(N(N=C1I)C)N1N=CC(=C1)C=1C=CC(=C(C(=O)NC2CC2)C1)Cl 5-[1-(4-bromo-5-iodo-2-methyl-pyrazol-3-yl)pyrazol-4-yl]-2-chloro-N-cyclopropyl-benzamide